CN([C@@H]1CN(CC1)CC(=O)N1[C@@H](CCC1)C#N)C1=CC=NC2=CC=CC=C12 (2S)-1-[2-[(3S)-3-[methyl(4-quinolyl)amino]pyrrolidin-1-yl]acetyl]pyrrolidine-2-carbonitrile